CN[C@@H](CC(=O)O)C(=O)N1C2COCC1CC2 (3S)-3-(Methylamino)-4-(3-oxa-8-azabicyclo[3.2.1]octan-8-yl)-4-oxo-butanoic acid